1-((2-hexyldecyl)oxy)-3-(methylamino)propan-2-ol C(CCCCC)C(COCC(CNC)O)CCCCCCCC